N[C@@H](C)C(=O)N[C@@H](CCC(N)=O)C(=O)N alanyl-glutamine amide